BrC1=NC(=CC(=C1)OCC1CC1)S(=O)(=O)C 2-bromo-4-(cyclopropylmethoxy)-6-methanesulfonylpyridine